Lithium aluminum cobalt oxide [Co]=O.[Al].[Li]